OCCC=1N=C(N(C1)C1=CC=CC=C1)C1=C(C(=O)N)C=CC=C1C=1C=NNC1 (4-(2-hydroxyethyl)-1-phenyl-1H-imidazol-2-yl)-3-(1H-pyrazol-4-yl)benzamide